tert-butyl-2-benzothiazole-sulfenamide C(C)(C)(C)C1=CC=CC2=C1N=C(S2)SN